3-(5-((1R,3R)-3-(hydroxymethyl)cyclobutyl)-3-methyl-2-oxo-2,3-dihydro-1H-benzo[d]imidazol-1-yl)-1-(4-methoxybenzyl)piperidine-2,6-dione OCC1CC(C1)C1=CC2=C(N(C(N2C)=O)C2C(N(C(CC2)=O)CC2=CC=C(C=C2)OC)=O)C=C1